OCCN1C(C=2C=C3C(=CC2CC1(C(F)(F)F)NC1=CC=CC=C1)OC=C3)=O 6-(2-Hydroxyethyl)-7-(phenylamino)-7-(trifluoromethyl)-7,8-dihydrofuro[2,3-g]isoquinolin-5(6H)-one